ClC=1C=C(C=CC1)C1=NOC(=N1)COC=1C(=C(C(=CC1)F)C(=O)N)F 3-[3-(3-Chlorophenyl)-1,2,4-oxadiazol-5-yl]methoxy-2,6-difluorobenzenecarboxamide